[Cl-].N[NH2+]CNC[C@@H]1C[C@@H](CCC1)C(=O)OC cis-amino(((3-(methoxycarbonyl)cyclohexyl)methyl)amino)methylammonium chloride